5-(3-chloro-4-(trifluoromethyl)phenyl)-3-(2-(3-fluoropyrrolidin-1-yl)-2-oxoethyl)-3H-pyrrolo[2,3-d]pyrimidin-4(7H)-one ClC=1C=C(C=CC1C(F)(F)F)C1=CNC=2N=CN(C(C21)=O)CC(=O)N2CC(CC2)F